(3s,4r)-4-({7-cyclopentyl-5-fluoropyrrolo[2,1-f][1,2,4]triazin-2-yl}amino)oxan-3-ol C1(CCCC1)C1=CC(=C2C=NC(=NN21)N[C@H]2[C@@H](COCC2)O)F